C[C@H]1CN(CCN1C1=CC(=CC=C1)C1=C2C(=NC=C1)NC(N2)=O)C(=O)OC(C)(C)C tert-butyl (3S)-3-methyl-4-[3-(2-oxo-1,3-dihydroimidazo[4,5-b]pyridin-7-yl)phenyl]piperazine-1-carboxylate